C(C1=CC=CC=C1)OC1=CC(=NC=2C=C[N+](=C(C12)C#N)[O-])C1=C(C=C(C(=C1)Cl)C(C)(C)C)C 4-benzyloxy-2-(4-tert-butyl-5-chloro-2-methyl-phenyl)-6-oxido-1,6-naphthyridin-6-ium-5-carbonitrile